tert-butyl (1S,2S)-2-hydroxycyclopentylcarbamate O[C@@H]1[C@H](CCC1)NC(OC(C)(C)C)=O